4-bromoindoline-6-carboxylic acid methyl ester COC(=O)C1=CC(=C2CCNC2=C1)Br